ClC=1C=C(OC2=C(C=C(C=O)C=C2F)F)C=CC1C(F)(F)F 4-(3-chloro-4-(trifluoromethyl)phenoxy)-3,5-difluorobenzaldehyde